2-amino-3-bromo-5-(pyrimidin-4-yl)benzonitrile NC1=C(C#N)C=C(C=C1Br)C1=NC=NC=C1